(4-phenanthren-9-yl-phenyl)-(4-naphthalen-2-yl-[1,1':2',1'']terphenyl-4'-yl)-amine C1=CC=CC=2C3=CC=CC=C3C(=CC12)C1=CC=C(C=C1)NC=1C=C(C(=CC1)C1=CC=C(C=C1)C1=CC2=CC=CC=C2C=C1)C1=CC=CC=C1